methoxy-4H-chromen COC=1OC2=CC=CC=C2CC1